1-isopropyl-3-(4-methoxyphenyl)-N-(3-fluoro-4-((5-methylpyrazolo[1,5-a]pyrimidin-7-yl)oxy)phenyl)-2,4-dioxo-1,2,3,4-tetrahydropyrimidine-5-carboxamide C(C)(C)N1C(N(C(C(=C1)C(=O)NC1=CC(=C(C=C1)OC1=CC(=NC=2N1N=CC2)C)F)=O)C2=CC=C(C=C2)OC)=O